Cl.COC(=O)C1=CC=C(C=C1)C1=CC=C(C=C1)N1C(N(C2=NC=CC=C21)[C@@H]2CNCC2)=O (S)-4'-(2-oxo-3-(pyrrolidin-3-yl)-2,3-dihydro-1H-imidazo[4,5-b]pyridin-1-yl)-[1,1'-biphenyl]-4-carboxylic acid methyl ester hydrochloride